2-(3-fluorophenyl)-N-[(3S)-3-hydroxybutyl]-3-oxo-6-[4-(trifluoromethyl)phenyl]-2,3-dihydropyridazine-4-carboxamide FC=1C=C(C=CC1)N1N=C(C=C(C1=O)C(=O)NCC[C@H](C)O)C1=CC=C(C=C1)C(F)(F)F